BrC=1C(N2N(C(C1Br)=O)CC(C2)C(=O)N)=O 6,7-dibromo-5,8-dioxo-2,3-dihydro-1H-pyrazolo[1,2-a]pyridazine-2-carboxamide